BrC=1C(=NC=CC1)OC1CN(C1)C(C)=O (3-((3-bromopyridin-2-yl)oxy)azetidin-1-yl)ethan-1-one